2-(trimethylsilyl)ethoxycarbonyl-oxygen C[Si](CCOC(=O)[O])(C)C